2-[4-[[6-[3-(2-methoxy-4-methylsulfonyl-anilino)prop-1-ynyl]-1-(2,2,2-trifluoroethyl)indol-4-yl]amino]-1-piperidyl]acetic acid COC1=C(NCC#CC2=CC(=C3C=CN(C3=C2)CC(F)(F)F)NC2CCN(CC2)CC(=O)O)C=CC(=C1)S(=O)(=O)C